ethane-1,2-diylbis[(2-methoxyphenyl)phenylphosphine] C(CP(C1=CC=CC=C1)C1=C(C=CC=C1)OC)P(C1=CC=CC=C1)C1=C(C=CC=C1)OC